(4-(3-amino-7-iodo-1H-pyrazolo[4,3-c]pyridin-4-yl)-3-methylbenzyl)-5-fluoro-2-methoxybenzamide NC1=NNC2=C1C(=NC=C2I)C2=C(C=C(CC=1C(=C(C(=O)N)C=C(C1)F)OC)C=C2)C